ClC1=NC(=NS1)C(C)C 5-chloro-3-isopropyl-1,2,4-thiadiazole